tert-butyl 3-((3-(4-(trifluoromethoxy)phenyl)ureido)methyl)azetidine-1-carboxylate FC(OC1=CC=C(C=C1)NC(NCC1CN(C1)C(=O)OC(C)(C)C)=O)(F)F